N1C2=C(OCCC1)N=C(C=C2)NC(OC(C)(C)C)=O tert-butyl N-[1H,2H,3H,4H-pyrido[2,3-b][1,4]oxazepin-7-yl]carbamate